ClC1=C(CN2C(N([C@H](C3=CC=C(C=C23)C(=O)NCC2=C(C=C(C=C2)F)O)C)C)=O)C(=CC=C1)F (S)-1-(2-chloro-6-fluorobenzyl)-N-(4-fluoro-2-hydroxybenzyl)-3,4-dimethyl-2-oxo-1,2,3,4-tetrahydro-quinazoline-7-carboxamide